N=1ON=C2C1C=CC=C2CNC(=O)N2CCC1(NC3=CC=C(C=C3C(C1)=O)F)CC2 N-(benzo[c][1,2,5]oxadiazol-4-ylmethyl)-6'-fluoro-4'-oxo-3',4'-dihydro-1'H-spiro[piperidine-4,2'-quinoline]-1-carboxamide